NCC1=CC=C(C=C1)NC(=O)C1=CC2=C(OCCC3=C2SC=C3)C=C1C=1C(=NC(=CC1)C(NC1=C(C(=CC=C1)Cl)F)=O)C(=O)O 3-(9-((4-(aminomethyl)phenyl)carbamoyl)-4,5-dihydrobenzo[b]thieno[2,3-d]oxepin-8-yl)-6-((3-chloro-2-fluorophenyl)carbamoyl)picolinic acid